tantalum-ruthenium oxide [Ru]=O.[Ta]